5-chloro-2-fluoro-4-(((1S,2S,4S)-2-((1-methylazetidin-3-yl)amino)-4-(3-(trifluoromethyl)phenyl)-cyclohexyl)oxy)-N-(pyrimidin-4-yl)benzenesulfonamide ClC=1C(=CC(=C(C1)S(=O)(=O)NC1=NC=NC=C1)F)O[C@@H]1[C@H](C[C@H](CC1)C1=CC(=CC=C1)C(F)(F)F)NC1CN(C1)C